NC=1C(=NC(=CN1)C1=CC=C2CCN3C(C2=C1)CCC3)N3N=CC(=C3)C(=O)N3CCOCC3 (1-(3-amino-6-(1,2,3,5,6,10b-hexahydropyrrolo[2,1-a]isoquinolin-9-yl)pyrazin-2-yl)-1H-pyrazol-4-yl)(morpholinyl)methanone